C(C)(C)(C)OC(=O)N(CCOCCOCCOC1=CC=C(C(=O)OC)C=C1)C(=O)OC(C)(C)C methyl 4-[2-[2-[2-[bis(tert-butoxycarbonyl)amino]ethoxy]ethoxy] ethoxy]benzoate